ClC1=C(C(=C(C=C1)C(=C(C#N)C#N)O)F)F 2-[(4-chloro-2,3-difluoro-phenyl)-hydroxy-methylene]malononitrile